COC(=O)C1CN(CC1)C(=O)N1C(C(NC2=C(C1)C=CC=C2)=O)C(C)CC 1-(3-(sec-butyl)-2-oxo-2,3,4,5-tetrahydro-1H-benzo[1,4]diazepine-4-carbonyl)pyrrolidine-3-carboxylic acid methyl ester